1,4-Dihydro-2,6-dimethyl-5-nitro-4-(3-thienyl)-3-pyridinecarboxylic acid, {2-[4-(2-methoxyphenyl)-1-piperazinyl]ethyl} ester CC=1NC(=C(C(C1C(=O)OCCN1CCN(CC1)C1=C(C=CC=C1)OC)C1=CSC=C1)[N+](=O)[O-])C